FC(OC1=CC2=C(N=C(S2)NC(C2=CC=CC=C2)=O)C=C1)(F)F N-(6-trifluoromethoxy-benzothiazol-2-yl)-benzamide